CN(C=1C(=C(C(=CC1)C1=CC=C(N)C=C1)N)N)C dimethylbenzidinediamine